3-(5-(5-(4'-chloro-5,5-dimethyl-3,4,5,6-tetrahydro-[1,1'-biphenyl]-2-carbonyl)-2,5-diazabicyclo[2.2.2]octane-2-carbonyl)-1-oxoisoindolin-2-yl)piperidine-2,6-dione ClC1=CC=C(C=C1)C1=C(CCC(C1)(C)C)C(=O)N1C2CN(C(C1)CC2)C(=O)C=2C=C1CN(C(C1=CC2)=O)C2C(NC(CC2)=O)=O